Cl.CN1N=CC=2C1=C(N=C(C2)C=2N=C1N(C(C2)=O)C=C(C=C1)C=1CCNCC1)C 2-(1,7-dimethyl-1H-pyrazolo[3,4-c]pyridin-5-yl)-7-(1,2,3,6-tetrahydropyridin-4-yl)-4H-pyrido[1,2-a]pyrimidin-4-one hydrochloride